NC1=NC(N(C=C1)[C@@H]1O[C@@H]([C@H](C1)O)CO[Si](C1=CC=CC=C1)(C1=CC=CC=C1)C(C)(C)C)=O 4-amino-1-((2R,4S,5R)-5-(((tert-butyldiphenylsilyl)oxy)methyl)-4-hydroxytetrahydrofuran-2-yl)pyrimidin-2(1H)-one